4-(methyl-d3)-1,2,5-oxadiazole-3-carboxamide C(C=1C(=NON1)C(=O)N)([2H])([2H])[2H]